N-((R)-1-cyano-2-methylpropyl)-4-(2,3-dihydro-2-oxo-1H-imidazo[4,5-b]pyridin-7-yl)-1H-pyrazole-1-carboxamide C(#N)[C@@H](C(C)C)NC(=O)N1N=CC(=C1)C1=C2C(=NC=C1)NC(N2)=O